tert-butyl (S)-4-(3-(1-(difluoromethyl)-1H-1,2,4-triazol-5-yl)-4-fluorophenyl)-2,2-dimethyloxazolidine-3-carboxylate FC(N1N=CN=C1C=1C=C(C=CC1F)[C@@H]1N(C(OC1)(C)C)C(=O)OC(C)(C)C)F